N-(1-methyl-1H-indol-7-yl)-6-(5-(trifluoromethyl)-1H-pyrazol-3-yl)pyridine-3-sulfonamide CN1C=CC2=CC=CC(=C12)NS(=O)(=O)C=1C=NC(=CC1)C1=NNC(=C1)C(F)(F)F